C(CCCCCCCCCCCCCCCCCCCCCCCC)(=O)[O-] pentacosylate